3-Cyclopropyl-2-(4-(trifluoromethyl)pyrimidin-5-yl)-3H-imidazo[4,5-b]pyridin-5-carbonitril C1(CC1)N1C(=NC=2C1=NC(=CC2)C#N)C=2C(=NC=NC2)C(F)(F)F